C(CCC)OC(=O)NCC1=NC=CC=C1O[C@@]1(C[C@H](N(C1)C(=O)OCCCC)C(=O)OC)C(=O)OC 1-(r-butyl) 2,4-dimethyl (2S,4R)-4-((2-(((r-butoxycarbonyl)amino)methyl)pyridin-3-yl)oxy)pyrrolidine-1,2,4-tricarboxylate